(S)-N-(1-(1-(4-((1-oxido-λ6-thietan-1-ylidene)amino)pyridin-2-yl)-1H-1,2,4-triazol-5-yl)ethyl)-3,5-bis(trifluoromethyl)benzamide O=S1(CCC1)=NC1=CC(=NC=C1)N1N=CN=C1[C@H](C)NC(C1=CC(=CC(=C1)C(F)(F)F)C(F)(F)F)=O